FC1N(C=CC=N1)C1=NC=CC=C1 fluoro-N-pyridin-2-ylpyrimidin